ClC1=NC(=CC=C1C1OCCO1)Cl 2,6-dichloro-3-(1,3-dioxolan-2-yl)pyridine